OC1=CC(=CC=2CC3=CC(=CC(=C3C(C12)=O)O)C)O 1,3,8-trihydroxy-6-methyl-10H-anthracen-9-one